N1=C(C=CC=C1)C=CC1=NN(C2=CC(=CC=C12)SC=1C=C(N)C=CC1)C1OCCCC1 3-((3-(2-(pyridin-2-yl)vinyl)-1-(tetrahydro-2H-pyran-2-yl)-1H-indazol-6-yl)thio)aniline